(8-(6-amino-2-ethylpyridin-3-yl)quinolin-2-yl)(pyrrolidin-1-yl)methanone NC1=CC=C(C(=N1)CC)C=1C=CC=C2C=CC(=NC12)C(=O)N1CCCC1